N-(4-(4-amino-5-(3-fluoro-4-((6-methylpyridin-2-yl)oxy)phenyl)pyrazolo[5,1-f][1,2,4]triazin-6-yl)-3-fluorophenyl)-2-fluoroacrylamide NC1=NC=NN2C1=C(C(=N2)C2=C(C=C(C=C2)NC(C(=C)F)=O)F)C2=CC(=C(C=C2)OC2=NC(=CC=C2)C)F